[Sb+3].[Ce+3] cerium antimony (III)